N-Methyl(1-methyl-3-nitro-1H-pyrazol-5-yl)methanamine CNCC1=CC(=NN1C)[N+](=O)[O-]